4-benzyl-6-formyl-2-(methylthio)-4H-pyrrolo[2,3-d]Thiazole-5-carboxylic acid ethyl ester C(C)OC(=O)C1=C(C2=C(N=C(S2)SC)N1CC1=CC=CC=C1)C=O